((3S,4R)-4-(3,5-difluorophenyl)-1-(2-methoxyethyl)pyrrolidin-3-yl)-3-(2-phenyl-4,6-dihydro-2H-thieno[3,4-c]pyrazol-3-yl)urea FC=1C=C(C=C(C1)F)[C@H]1[C@@H](CN(C1)CCOC)NC(=O)NC1=C2C(=NN1C1=CC=CC=C1)CSC2